N-(5-((8-ethyl-3,8-diazabicyclo[3.2.1]octan-3-yl)methyl)pyridin-2-yl)-5-fluoro-4-((S)-5-fluoro-1-(fluoromethyl)-2,3-dihydro-1H-benzo[d]pyrrolo[1,2-a]imidazol-7-yl)pyrimidin-2-amine C(C)N1C2CN(CC1CC2)CC=2C=CC(=NC2)NC2=NC=C(C(=N2)C2=CC1=C(N=C3N1[C@@H](CC3)CF)C(=C2)F)F